3-methoxy-4-(1-propionylindolin-5-yl)benzoic Acid COC=1C=C(C(=O)O)C=CC1C=1C=C2CCN(C2=CC1)C(CC)=O